4-{5-[5-Cyano-6-(2-methoxyethoxy)-1H-indazol-3-yl]-1,2-oxazol-3-yl}-N,N-dimethylbenzamide C(#N)C=1C=C2C(=NNC2=CC1OCCOC)C1=CC(=NO1)C1=CC=C(C(=O)N(C)C)C=C1